CC=1C(=C(C(=C(C(=O)O)C1C)O)C)O methyl-2,4-dihydroxy-3,6-dimethylbenzoic acid